2-(chloromethyl)-1-(oxetane-2-ylmethyl)-1H-benzo[d]imidazole ClCC1=NC2=C(N1CC1OCC1)C=CC=C2